ClC=1C=C(C=CC1F)S(=O)(=O)N1C[C@]2(CC3=C(C=C2CC1)N(N=C3)C3=CC=C(C=C3)F)C(=O)C3=NC=CC=C3 (R)-(6-((3-chloro-4-fluorophenyl)sulfonyl)-1-(4-fluorophenyl)-4,4a,5,6,7,8-hexahydro-1H-pyrazolo[3,4-g]isoquinolin-4a-yl)(pyridin-2-yl)methanone